[Si](C)(C)(C(C)(C)C)OCC1=NNC=C1C 3-(((tert-butyldimethylsilyl)oxy)methyl)-4-methyl-1H-pyrazol